The molecule is an acyclic carotene having the structure of psi,psi-carotene shortened by the formal removal of a prenyl group from each end of the molecule. CC(=C/C=C/C(=C/C=C/C(=C/C=C/C=C(/C=C/C=C(/C=C/C=C(C)C)\\C)\\C)/C)/C)C